Isoamylisostearat C(CC(C)C)OC(CCCCCCCCCCCCCCC(C)C)=O